OC1=C(C=CC(=C1)O)C(CCC)C1=C(C=C(C=C1)O)O 4-[1-(2,4-Dihydroxyphenyl)butyl]benzene-1,3-diol